FC(OC=1C=C2C(C(NC2=CC1)=O)=O)(F)F 5-trifluoromethoxyindole-2,3-dione